1-(2-Methoxypyrimidin-5-yl)-1-((5-(trifluoromethyl)-1H-pyrazol-3-yl)methyl)-3-(4,5,6-trifluoropyridin-2-yl)urea COC1=NC=C(C=N1)N(C(=O)NC1=NC(=C(C(=C1)F)F)F)CC1=NNC(=C1)C(F)(F)F